NC(C(=O)N)CC=1N=CNC1 2-amino-3-(1H-imidazol-4-yl)-propanamide